ClC=1C=C(CNC2=NC(=NC3=CC=C(C=C23)C=2C(=NOC2C)C)C(=O)NCC=2SC(=CN2)C)C=CC1 4-((3-chlorobenzyl)amino)-6-(3,5-dimethylisoxazol-4-yl)-N-((5-methylthiazol-2-yl)methyl)quinazoline-2-carboxamide